7-(1-(2-Fluoro-6-methylphenyl)piperidin-4-yl)-5-(2-(trifluoromethyl)benzyl)pyrido[2,3-b]pyrazin-6(5H)-one FC1=C(C(=CC=C1)C)N1CCC(CC1)C1=CC=2C(=NC=CN2)N(C1=O)CC1=C(C=CC=C1)C(F)(F)F